1-(5-{[2-methyl-6-(trifluoromethyl)phenyl]methoxy}pyrimidin-2-yl)piperidin-4-ol CC1=C(C(=CC=C1)C(F)(F)F)COC=1C=NC(=NC1)N1CCC(CC1)O